(R)-4-(1-hydroxy-2-(isopropylamino)ethyl)phenol O[C@@H](CNC(C)C)C1=CC=C(C=C1)O